ClC=1C=C(OC2=NN(C=C2F)CC(=O)OC(C)(C)C)C=CC1NC1=NC=NC2=CC(=C(C=C12)[N+](=O)[O-])OC tert-Butyl (3-{3-chloro-4-[(7-methoxy-6-nitroquinazolin-4-yl)amino]phenoxy}-4-fluoro-1H-pyrazol-1-yl)acetate